OC1=C(C(N(C1=O)C)C)C(=O)O 4-hydroxy-1,2-dimethyl-5-oxo-2,5-dihydro-1H-pyrrole-3-carboxylic acid